NC1=NC(=C(C(=C1C#N)C=1C=C(C=CC1)C1=CC=C(C=C1)Br)C#N)C1=CC=CC=C1 2-amino-4-(4'-bromo-[1,1'-biphenyl]-3-yl)-6-phenylpyridine-3,5-dinitrile